5,7-dichloro-8-hydroxy-2-methylquinoline ClC1=C2C=CC(=NC2=C(C(=C1)Cl)O)C